3-(2-methoxy-5-(trifluoromethyl)phenyl)-1-methyl-1-(2-(1-methyl-1H-imidazo[1,2-b]pyrazole-7-carbonyl)-2-azaspiro[3.3]heptan-6-yl)urea COC1=C(C=C(C=C1)C(F)(F)F)NC(N(C1CC2(CN(C2)C(=O)C2=C3N(N=C2)C=CN3C)C1)C)=O